4-(2-chloro-5-methoxyphenyl)-5-(2,6-difluorophenyl)-5-oxopentanoic acid ClC1=C(C=C(C=C1)OC)C(CCC(=O)O)C(=O)C1=C(C=CC=C1F)F